N-((3r,5s)-5-((1H-1,2,3-triazol-1-yl)methyl)-1-cyanopyrrolidin-3-yl)-5-(2-cyclopropylphenyl)-1,3,4-oxadiazole-2-carboxamide N1(N=NC=C1)C[C@@H]1C[C@H](CN1C#N)NC(=O)C=1OC(=NN1)C1=C(C=CC=C1)C1CC1